(3-((5-bromo-2-((2-cyclopropyloxy-5-(1-methyl-1H-pyrazol-4-yl)-4-(4-(piperazin-1-yl)piperidin-1-yl)phenyl)amino)pyrimidin-4-yl)amino)quinolin-4-yl)dimethylphosphine oxide BrC=1C(=NC(=NC1)NC1=C(C=C(C(=C1)C=1C=NN(C1)C)N1CCC(CC1)N1CCNCC1)OC1CC1)NC=1C=NC2=CC=CC=C2C1P(C)(C)=O